3-(3-Chloropropane-sulfonylamino)-1H-pyrazole-1-carboxylic acid tert-butyl ester C(C)(C)(C)OC(=O)N1N=C(C=C1)NS(=O)(=O)CCCCl